6-(2-(methyl(piperidin-4-yl)amino)quinazolin-6-yl)benzo[d]oxazol-2(3H)-one CN(C1=NC2=CC=C(C=C2C=N1)C1=CC2=C(NC(O2)=O)C=C1)C1CCNCC1